CC(C(=O)NC1=CC=CC=C1)C(=O)NC(C)NC(CC1=CC=CC=C1)=O 2-methyl-N-phenyl-N'-[1-[(2-phenylacetyl)amino]ethyl]malonamide